4-((R)-2-azidobut-2-yl)-6-chloro-1-((4-methyl-4-(methylsulfanyl)pent-2-yl)oxy)-2,7-naphthyridine N(=[N+]=[N-])[C@](C)(CC)C1=CN=C(C2=CN=C(C=C12)Cl)OC(C)CC(C)(SC)C